N-[4-[(7-bromo-6-methoxy-1,5-naphthyridin-4-yl)oxy]-3-fluorophenyl]-5-(4-fluorophenyl)-4-hydroxy-6-methylpyridine-3-carboxamide BrC1=C(N=C2C(=CC=NC2=C1)OC1=C(C=C(C=C1)NC(=O)C=1C=NC(=C(C1O)C1=CC=C(C=C1)F)C)F)OC